ClC1=NC(=NC2=CC=C(C=C12)N1CCN(CC1)C)C 4-chloro-2-methyl-6-(4-methylpiperazin-1-yl)quinazoline